ClC=1C=C(C=NC1Cl)NC(=O)[C@H]1[C@H]2C[C@@H]([C@@H]([C@@H]1C1=CC(=NC=C1)F)O2)O |r| Racemic-(1r,2r,3s,4r,5s)-N-(5,6-dichloropyridin-3-yl)-3-(2-fluoropyridin-4-yl)-5-hydroxy-7-oxabicyclo[2.2.1]heptane-2-carboxamide